FC(C(CC(=O)N[C@@H](CCOC1CC(C1)CCC1=NC=2NCCCC2C=C1)C(=O)O)(C)C)F N-(4,4-difluoro-3,3-dimethylbutyryl)-O-((1r,3r)-3-(2-(5,6,7,8-tetrahydro-1,8-naphthyridin-2-yl)ethyl)cyclobutyl)-L-homoserine